OC=1C=C(C2=C(N=CS2)C1CCC(C(=O)O)C)C 4-(5-hydroxy-7-methylbenzo[d]thiazol-4-yl)-2-methylbutanic acid